CS(=O)(=O)OCCC1=CN=C2N1C=CC=C2 2-(imidazo[1,2-a]pyridin-3-yl)ethyl methanesulfonate